FC(S(=O)(=O)[O-])(F)F.BrC1=CC=C(C=C1)C(C1=CN(C2=CC=CC=C12)C)[P+](C1=CC=CC=C1)(C1=CC=CC=C1)C1=CC=CC=C1 ((4-bromophenyl)(1-methyl-1H-indol-3-yl)methyl)triphenylphosphonium trifluoromethanesulfonate